3-fluoro-5-(1H-pyrazol-1-yl)-5,6,7,8-tetrahydronaphthalen-1-ol FC=1C=C(C=2CCCC(C2C1)N1N=CC=C1)O